C=C1CN2[C@@H]3[C@H](CC2C1)C3 (1as,6as)-4-methylenehexahydrocyclopropa[b]Pyrrolizine